NC[C@@H]1[C@@H](C1)CO |r| rac-((1R,2S)-2-(aminomethyl)cyclopropyl)methanol